C(CCC=CCCCCCCCCCCC)(=O)[O-].[Na+] sodium 4-hexadecenoate